1,4-bis(ethynyl-dimethoxysilyl)benzene C(#C)[Si](C1=CC=C(C=C1)[Si](OC)(OC)C#C)(OC)OC